FC(F)(F)CCC=CCC trifluoromethylhex-3-ene